NC1=C(C=NC=2N1N=CC2C#N)C2=CC=CC1=CC=CC=C21 7-amino-6-(naphthalen-1-yl)pyrazolo[1,5-a]pyrimidine-3-carbonitrile